ClC1=NC(=NC(=C1)N1N=C(C=C1)C)NC1CCC(CC1)(F)F 4-chloro-N-(4,4-difluorocyclohexyl)-6-(3-methyl-1H-pyrazol-1-yl)pyrimidin-2-amine